methyl 2-((1R,5S,6R)-3-(8,8-difluoro-2-((S)-2-methylpiperidin-1-yl)-5,6,7,8-tetrahydroquinazolin-4-yl)-3-azabicyclo[3.1.0]hexan-6-yl)acetate FC1(CCCC=2C(=NC(=NC12)N1[C@H](CCCC1)C)N1C[C@@H]2C([C@@H]2C1)CC(=O)OC)F